C(CCCCCCCCCCCCCCCCCCCCC)(=O)[O-] Docosanoate